N(=C=S)C1=CC=C(CC(CN(CC(=O)O)CC(=O)O)N(CC(=O)O)CC(=O)O)C=C1 1-(p-isothiocyanatobenzyl)-ethylenediaminetetraacetic acid